14-chloro-4-fluoro-15-hydroxy-20-methoxy-17,17-dioxo-10-oxa-17λ6-thia-18-azatetracyclo[17.3.1.112,16.02,7]tetracosa-1(22),2(7),3,5,12(24),13,15,19(23),20-nonaen-11-one ClC1=CC=2C(OCCC=3C=CC(=CC3C3=CC=C(C(NS(C(=C1O)C2)(=O)=O)=C3)OC)F)=O